(6R)-17-amino-6-hydroxy-12-({4-[trans-3-methylcyclobutyl]phenyl}methyl)-6,15-bis(trifluoromethyl)-19-oxa-3,4,12,18-tetraazatricyclo[12.3.1.12,5]nonadeca-1(18),2,4,14,16-pentaen-13-one NC1=CC(=C2C(N(CCCCC[C@@](C3=NN=C(C1=N2)O3)(C(F)(F)F)O)CC3=CC=C(C=C3)[C@@H]3C[C@H](C3)C)=O)C(F)(F)F